S1C(=NC2=C1C=CC=C2)N2C[C@H](CC2)CN2C[C@@H](C([C@@H](C2)O)O)O (3S,4R,5R)-1-(((R)-1-(benzo[d]thiazol-2-yl)pyrrolidin-3-yl)methyl)piperidine-3,4,5-triol